[Cl-].OC(C[N+](C)(C)C)COC(C=C)=O 2-hydroxy-3-acryloxypropyl-trimethyl-ammonium chloride